O1C2=C(OCC1)C(=CC=C2)NC2=NC=1N(C(=C2)NC)N=CC1C(=O)NCC(CO)(C)C 5-((2,3-dihydrobenzo[b][1,4]dioxin-5-yl)amino)-N-(3-hydroxy-2,2-dimethylpropyl)-7-(methylamino)pyrazolo[1,5-a]pyrimidine-3-carboxamide